(5R)-3-bromo-5-[5-methyl-4-[3-(trifluoromethyl)phenoxy]-2-pyridyl]-4,5-dihydroisoxazole BrC1=NO[C@H](C1)C1=NC=C(C(=C1)OC1=CC(=CC=C1)C(F)(F)F)C